(E)-4-(7-Bromo-4-(2-(3-methylbenzylidene)hydrazinyl)pyrido[2,3-d]pyrimidin-2-yl)morpholine BrC=1C=CC2=C(N=C(N=C2N/N=C/C2=CC(=CC=C2)C)N2CCOCC2)N1